N-(cis-1-(2-hydroxy-2-methylpropanoyl)-2-(((cis-4-phenylcyclohexyl)oxy)methyl)-piperidin-3-yl)methanesulfonamide OC(C(=O)N1[C@H]([C@H](CCC1)NS(=O)(=O)C)CO[C@@H]1CC[C@@H](CC1)C1=CC=CC=C1)(C)C